C(C1=CC=CC=C1)N1C(CCC1(C)C)=O 1-benzyl-5,5-dimethyl-pyrrolidin-2-one